C1CC12COCC[C@@H]2N2N=C1N=C(C=NC1=C2)C2=C(C=C(C=C2C)C(F)(F)F)O |o1:7| (S or R)-2-(2-(5-oxaspiro[2.5]octan-8-yl)-2H-pyrazolo[3,4-b]pyrazin-6-yl)-3-methyl-5-(trifluoromethyl)phenol